5-(2-amino-[1,2,4]triazolo[1,5-a]pyridin-7-yl)-N-(2-(cyclopentyloxy)-3-fluorobenzyl)-2-methoxynicotinamide NC1=NN2C(C=C(C=C2)C=2C=NC(=C(C(=O)NCC3=C(C(=CC=C3)F)OC3CCCC3)C2)OC)=N1